N[C@@H]1CC=CC[C@H]1C1=C(C2=NC(=CC(=C2S1)NC\C=C\CC)Cl)Br 2-((1R,6R)-6-aminocyclohex-3-en-1-yl)-3-bromo-5-chloro-N-((E)-pent-2-en-1-yl)thieno[3,2-b]pyridin-7-amine